6-chloro-N-(4,6-dimethoxy-5-methyl-pyrimidin-2-yl)-1H-indole-3-sulfonamide ClC1=CC=C2C(=CNC2=C1)S(=O)(=O)NC1=NC(=C(C(=N1)OC)C)OC